CC=1C=C(C=CC1O)S(=O)(=O)C1=CC(=C(C=C1)O)C bis-(3-methyl-4-hydroxyphenyl) sulfone